N-[1-[5-chloro-2-[2-methoxy-4-(methylsulfonimidoyl)-anilino]pyrimidin-4-yl]indol-5-yl]prop-2-enamide ClC=1C(=NC(=NC1)NC1=C(C=C(C=C1)S(=O)(=N)C)OC)N1C=CC2=CC(=CC=C12)NC(C=C)=O